OCCN(C(=O)C1=CC=2C(=CN=C(C2)C2=NC=CC(=C2)C2=NOC(=N2)C(F)(F)F)N1C)CCO N,N-bis(2-hydroxyethyl)-1-methyl-5-(4-(5-(trifluoromethyl)-1,2,4-oxadiazol-3-yl)pyridin-2-yl)-1H-pyrrolo[2,3-c]pyridine-2-carboxamide